6-Chloro-N-(1-ethylpiperidin-4-yl)-2-(4-{4-[(5-methylpyridin-2-yl)methyl]piperazin-1-yl}phenyl)-3H-imidazo[4,5-b]pyridin-7-amine ClC=1C(=C2C(=NC1)NC(=N2)C2=CC=C(C=C2)N2CCN(CC2)CC2=NC=C(C=C2)C)NC2CCN(CC2)CC